6-chloro-1-methyl-3-(1H-pyrazol-4-yl)-2-(5-(trifluoromethyl)-4H-1,2,4-triazol-3-yl)-1H-indole-7-carbonitrile ClC1=CC=C2C(=C(N(C2=C1C#N)C)C1=NN=C(N1)C(F)(F)F)C=1C=NNC1